3-(1-oxo-5-(((1R,2S)-2-(tert-pentylamino)cyclohexyl)methyl)isoindolin-2-yl)piperidine-2,6-dione O=C1N(CC2=CC(=CC=C12)C[C@@H]1[C@H](CCCC1)NC(C)(C)CC)C1C(NC(CC1)=O)=O